CN1CN(CSC1=S)CC(=O)O 5-methyl-6-thioxo-1,3,5-thiadiazinan-3-ylacetic acid